COC(C1=C(C=CC=C1)N=CCC(CCCC(C)(C)O)C)=O 2-[(7-hydroxy-3,7-dimethyloctanylidene)amino]benzoic acid methyl ester